methyl (R)-11-chloro-3,3-dimethyl-8-oxo-12-(((trifluoromethyl)sulfonyl)oxy)-2,3,8,13b-tetrahydro-1H-pyrido[2,1-a]pyrrolo[1,2-c]phthalazine-7-carboxylate ClC=1C(=CC=2[C@@H]3N(N4C(C2C1)=CC(C(=C4)C(=O)OC)=O)C(CC3)(C)C)OS(=O)(=O)C(F)(F)F